7-(trimethylsilyl)oxy-5beta-cholanic acid-24-methyl ester COC(CC[C@@H](C)[C@H]1CC[C@H]2[C@@H]3C(C[C@@H]4CCCC[C@]4(C)[C@H]3CC[C@]12C)O[Si](C)(C)C)=O